BrC1=C(C(=C(C2=C1NOS2)Br)F)F 4,7-dibromo-5,6-difluoro-benzothioxazole